NC1=C2N=CN(C2=NC(=N1)F)[C@H]1C[C@@H]([C@@](O1)(C#C)CO[P@](=O)(OC1=CC=CC=C1)N[C@@H](CC1=CC=CC=C1)C(=O)OC(CCCCCCCCCCC)CCCCCCCCCCC)OC(=O)OCCCCCC Tricosan-12-yl ((S)-(((2R,3S,5R)-5-(6-amino-2-fluoro-9H-purin-9-yl)-2-ethynyl-3-(((hexyloxy)carbonyl)oxy) tetrahydrofuran-2-yl)methoxy)(phenoxy)phosphoryl)-L-phenylalaninate